ClC1=C(C=CC=C1NCC1CCNCC1)SC=1N=CC(=NC1)N1CCC(CC1)(C)CNC(OC(C)(C)C)=O tert-Butyl ((1-(5-((2-chloro-3-((piperidin-4-ylmethyl)amino)phenyl)thio)pyrazin-2-yl)-4-methylpiperidin-4-yl)methyl)carbamate